(2'S,7R)-2-(2,2-difluoroethyl)-2'-methyl-spiro[4,5-dihydrothieno[2,3-c]pyran-7,4'-piperidine] FC(CC1=CC2=C(S1)[C@@]1(C[C@@H](NCC1)C)OCC2)F